CC=1C=C(N(CCO)CC)C=CC1 3-methyl-N-ethyl-N-(E-hydroxyethyl)-aniline